2-(acetoxymethyl)-6-bromotetrahydro-2H-pyran-3,4,5-triacetate C(C)(=O)OCC1OC(C(C(C1CC(=O)[O-])CC(=O)[O-])CC(=O)[O-])Br